(1r,2r)-2-(3-isopropyl-2-(2-methylpyridin-4-yl)-1H-indol-5-yl)-N-(1-isopropylpiperidin-4-yl)cyclopropane-1-carboxamide C(C)(C)C1=C(NC2=CC=C(C=C12)[C@H]1[C@@H](C1)C(=O)NC1CCN(CC1)C(C)C)C1=CC(=NC=C1)C